2,4-dichloro-6-(phenyl-2,3,4,5,6-d5)-1,3,5-triazine ClC1=NC(=NC(=N1)Cl)C1=C(C(=C(C(=C1[2H])[2H])[2H])[2H])[2H]